tetraoctyl-ascorbate C(CCCCCCC)C([C@@]([C@@]1(C(=C(C(=O)O1)O)[O-])CCCCCCCC)(O)CCCCCCCC)(O)CCCCCCCC